C(C)OC(=O)C=1OC(C2=CC3=C(OC(C3=CC21)=O)C(=O)OCC)=O 3,7-diethoxycarbonylfurano[3,4-f]isobenzofuran-1,5-dione